3-chloro-4-[3-[(dimethylamino)methyl]-3-methoxy-6-azaspiro[3.4]octan-6-yl]-2,6-difluoro-N-(6-fluoro-2-pyridyl)benzenesulfonamide ClC=1C(=C(C(=CC1N1CC2(C(CC2)(OC)CN(C)C)CC1)F)S(=O)(=O)NC1=NC(=CC=C1)F)F